FC1=CC=CC(=N1)C(=O)NC(C)C 6-fluoro-N-isopropylpicolinamide